C(C)(C)(C)OC(=O)N1C(CNCC1)C1=C(C=CC=C1)F 2-fluorophenyl-piperazine-1-carboxylic acid tert-butyl ester